BrC1=CC=C(C=C1)C(C(=O)C1=CC=CC=C1)=O 1-(4-bromophenyl)-2-phenyl-ethane-1,2-dione